P(=O)(OC1=CC(=CC(=C1)F)F)([O-])[O-] 3,5-difluorophenyl phosphate